COC1=C2C(=C(C3=NSN=C31)OC)C=C(S2)C(=O)O 4,8-Dimethoxythieno[2',3':4,5]benzo[1,2-c][1,2,5]thiadiazole-6-carboxylic acid